C1(CC1)C=1C(=NN(C1)CC(F)(F)F)C(=O)O 4-cyclopropyl-1-(2,2,2-trifluoroethyl)-1H-pyrazole-3-carboxylic acid